(S)-5-(5-(3,5-dimethylisoxazol-4-yl)-1-((R)-1-(methylsulfonyl)pyrrolidin-3-yl)-1H-benzo[d]imidazol-2-yl)-1-(3-ethoxy-5-fluorophenyl)pyrrolidin-2-one CC1=NOC(=C1C1=CC2=C(N(C(=N2)[C@@H]2CCC(N2C2=CC(=CC(=C2)F)OCC)=O)[C@H]2CN(CC2)S(=O)(=O)C)C=C1)C